behenyl palmitoleate C(CCCCCCC\C=C/CCCCCC)(=O)OCCCCCCCCCCCCCCCCCCCCCC